(R)-2-(pyridin-2-yl-5-d)morpholine N1=C(C=CC(=C1)[2H])[C@H]1CNCCO1